2-((4-(3-chlorophenyl)-2-ethylbut-1,3-dien-1-yl)oxy)naphthalene tert-Butyl-2-bromo-6-(3-oxa-8-azabicyclo[3.2.1]octan-8-yl)pyridine-4-carboxylate C(C)(C)(C)OC(=O)C1=CC(=NC(=C1)N1C2COCC1CC2)Br.ClC=2C=C(C=CC2)C=CC(=COC2=CC1=CC=CC=C1C=C2)CC